C(CCCCCC)(=O)N heptaneamide